[OH-].C[N+](C)(C)CC1=CC=CC=C1 N,N,N-trimethyl-benzyl-ammonium hydroxide